NC1=CC=CC(=N1)S(=O)(=O)NC1=NC(=C(C=C1)Cl)C1=C(C=CC(=C1)F)OC 6-amino-N-(5-chloro-6-(5-fluoro-2-methoxyphenyl)pyridin-2-yl)pyridine-2-sulfonamide